1H-pyrazolo[4,3-B]pyridine N1N=CC2=NC=CC=C21